bis[tert-butylperoxy] carbonate C(OOOC(C)(C)C)(OOOC(C)(C)C)=O